N-[[1-[[2-hydroxyethyl(methyl)amino]methyl]cyclopentyl]methyl]-4,5,6,7,8,9-hexahydrocycloocta[b]thiophene-2-carboxamide OCCN(C)CC1(CCCC1)CNC(=O)C1=CC2=C(S1)CCCCCC2